CC1=C(N=C2N(C1=O)C=C(C=C2[C@@H](C)NC2=C(C(=O)O)C=CC=C2)C)N2CC1C3CCC3C1C2 2-(((1R)-1-(3,7-dimethyl-4-oxo-2-(8-azatricyclo[4.3.0.02,5]nonan-8-yl)-4H-pyrido[1,2-a]pyrimidin-9-yl)ethyl)amino)benzoic acid